(2S,3S)-ethyl 3-((2-bromo-5-fluoro-6-(thiophen-2-yl)pyrimidin-4-yl)amino)bicyclo[2.2.2]octane-2-carboxylate BrC1=NC(=C(C(=N1)N[C@@H]1[C@H](C2CCC1CC2)C(=O)OCC)F)C=2SC=CC2